3-cyano-N-{4-[1-(7-cyano-1H-benzimidazol-2-yl)cyclobutyl]phenyl}benzamide C(#N)C=1C=C(C(=O)NC2=CC=C(C=C2)C2(CCC2)C2=NC3=C(N2)C(=CC=C3)C#N)C=CC1